Zirconium carbide [C-]#[Zr+]